OCC(C)(C)NC1=NC(=C(C(=O)NC2=CC(=C(C=C2)C)N2C(CCC2)=O)C=C1)N1CCC2(CC2)CC1 6-((1-hydroxy-2-methylpropan-2-yl)amino)-N-(4-methyl-3-(2-oxopyrrolidin-1-yl)phenyl)-2-(6-azaspiro[2.5]octan-6-yl)nicotinamide